C(C)(C)(C)N1N=CC(=C1)C1=CC(=NC=C1)N(C(=O)C1CCC(CC1)N1CC(CC1)N(C)C)CC12CCC(CC1)(CC2)C2=CC(=C(C=C2)OC)C 4-((4-(1-(tert-Butyl)-1H-pyrazol-4-yl)pyridin-2-yl)((4-(4-methoxy-3-methylphenyl)bicyclo[2.2.2]octan-1-yl)methyl)carbamoyl)cyclohexyl-3-(dimethylamino)pyrrolidine